OCCCCO[Ti] (4-hydroxybutoxy)titanium